5-(3-(2-(ethylcarbamoyl)-6-methyl-7-oxo-6,7-dihydro-1H-pyrrolo[2,3-c]pyridin-4-yl)-5-methylphenoxy)-2-methylbenzoic acid C(C)NC(=O)C1=CC2=C(C(N(C=C2C=2C=C(OC=3C=CC(=C(C(=O)O)C3)C)C=C(C2)C)C)=O)N1